NC1=NC=CC(=C1Cl)COC=1C(=NC=C(N1)C1=CC(=C2CCN(CC2=C1)C)C)N 3-((2-amino-3-chloropyridin-4-yl)methoxy)-5-(2,5-dimethyl-1,2,3,4-tetrahydroisoquinolin-7-yl)pyrazin-2-amine